2,2'-(dodecyl-imino)bisethanol C(CCCCCCCCCCC)N(CCO)CCO